FC(C#N)(C(F)(F)F)C(F)(F)F 2,3,3,3-tetrafluoro-2-trifluoromethyl-propanenitrile